FC(C(=O)O)(F)F.ClC1=C(C=C(C=C1OC)OC)C1=CC2=C(N=C(N=C2)NC)N(C1=O)C1CC2(CNC2)C1 6-(2-chloro-3,5-dimethoxyphenyl)-2-(methylamino)-8-(2-azaspiro[3.3]heptan-6-yl)pyrido[2,3-d]pyrimidin-7(8H)-one trifluoroacetate